FC=1C=2N(C=C(C1)C1=CC3=CN(N=C3C(=C1)F)C)C=C(N2)C21CN(C(C2)C1)C(=O)OC(C)(C)C 2-tert-butyl 4-[8-fluoro-6-(7-fluoro-2-methyl-indazol-5-yl)imidazo[1,2-a]pyridin-2-yl]-2-azabicyclo[2.1.1]hexane-2-carboxylate